phenyl-tri(trimethyl-siloxy)silane C1(=CC=CC=C1)[Si](O[Si](C)(C)C)(O[Si](C)(C)C)O[Si](C)(C)C